4-Phenylbutenon C1(=CC=CC=C1)C=CC(C)=O